methyl N-[5-[6-[cyclopropylmethyl-(4-methoxyphenyl) carbamoyl] imidazo[1,2-a]pyridin-3-yl]-2-pyridyl]carbamate C1(CC1)CN(C(=O)C=1C=CC=2N(C1)C(=CN2)C=2C=CC(=NC2)NC(OC)=O)C2=CC=C(C=C2)OC